C(C1=CC=CC=C1)(=O)OC(CCCCCCCCCCCCCCC)Cl 1-chlorohexadecyl benzoate